COCOC1=C(C=CC(=C1)C=1N(C=C(N1)C(F)(F)F)C)CN [2-(methoxymethoxy)-4-[1-methyl-4-(trifluoromethyl)imidazol-2-yl]phenyl]methylamine